CO[Si](CC1CC2OC2CC1)(OC)OC trimethoxy({7-oxabicyclo[4.1.0]hept-3-yl}methyl)silane